COC=1C=C(CNC2=C3C(N(C(=NC3=CC=C2)C)C2C(NC(CC2)=O)=O)=O)C=C(C1)OC 3-(5-((3,5-dimethoxy-benzyl)-amino)-2-methyl-4-oxoquinazolin-3(4H)-yl)piperidine-2,6-dione